C12(CC3CC(CC(C1)C3)C2)NC(=O)C=2NC=C(C2)C2=C(C=CC=C2)Cl N-(adamantan-1-yl)-4-(2-chlorophenyl)-1H-pyrrole-2-carboxamide